CS(=O)(=O)OCC=1C(=NC=C(C1)F)NC1C(NC(CC1)=O)=O (2-((2,6-dioxopiperidin-3-yl)amino)-5-fluoropyridin-3-yl)methyl methanesulfonate